6-ethoxy-4-(6-(4-hydroxy-4-(pyridin-4-yl)piperidin-1-yl)pyridin-3-yl)pyrazolo[1,5-a]pyridine-3-carbonitrile C(C)OC=1C=C(C=2N(C1)N=CC2C#N)C=2C=NC(=CC2)N2CCC(CC2)(C2=CC=NC=C2)O